N-[1-(cyclobutylmethyl)-1H-pyrazol-4-yl]-6-(3,5-dimethyl-1H-pyrazol-4-yl)pyridine C1(CCC1)CN1N=CC(=C1)N1CC=CC=C1C=1C(=NNC1C)C